2-methyl-3-methylsulfonyl-6-[2-methyl-4-(2,2,2-trifluoro-1,1-dimethyl-ethyl)phenyl]-1H-pyridin-4-one CC=1NC(=CC(C1S(=O)(=O)C)=O)C1=C(C=C(C=C1)C(C(F)(F)F)(C)C)C